tert-butyl (3aR,6aR)-4-(4-(2,6-dioxopiperidin-3-yl)phenyl)hexahydropyrrolo[3,2-b]pyrrole-1(2H)-carboxylate O=C1NC(CCC1C1=CC=C(C=C1)N1CC[C@H]2N(CC[C@H]21)C(=O)OC(C)(C)C)=O